CC1=C(C2=CC3=NC(=CC4=C(C(=C([N-]4)C=C5C(=C(C(=N5)C=C1[N-]2)C)CCC(=O)O)CCC(=O)O)C)C(=C3C)CCC(=O)O)CCC(=O)O.[Fe] The molecule is a metalloporphyrin consisting of coproporphyrin III with a central iron atom. It has a role as a cofactor. It is a conjugate acid of a Fe-coproporphyrin III(4-).